C1(CC1)C1=CC=C(C=N1)C1=CC=C(C=C1)C1(COC1)C(=O)NC1=NC=C(C=C1)F 3-(4-(6-cyclopropylpyridin-3-yl)phenyl)-N-(5-fluoropyridin-2-yl)oxetan-3-Formamide